7-hydroxy-8-(3-methylcyclohex-2-en-1-yl)-5-propyl-4H-benzo[d][1,3]dioxin-4-one OC=1C=C(C2=C(OCOC2=O)C1C1C=C(CCC1)C)CCC